C(C)(C)(C)OC(=O)N1CCC2(C[C@@H](OC2=O)CCN2CCN(CC2)C2=CC=C(C=C2)C)CC1 (R)-1-oxo-3-(2-(4-(p-tolyl)piperazin-1-yl)ethyl)-2-oxa-8-azaspiro[4.5]decane-8-carboxylic acid tert-butyl ester